19-Hydroxy-octacosa-21,24-dienoic acid OC(CCCCCCCCCCCCCCCCCC(=O)O)CC=CCC=CCCC